ClC1=CC=C2C(=NC=3N(C2=C1)C=NN3)N(C)C=3C=C(C=CC3)C3=CC=C(C=C3)S(=O)(=O)CC(C)C 8-chloro-N-(4'-(isobutylsulfonyl)-[1,1'-biphenyl]-3-yl)-N-methyl-[1,2,4]triazolo[4,3-a]quinazolin-5-amine